OC(C(C(=O)N)(C)C)C1N2C(C3=CC=CC=C13)=CN=C2 3-hydroxy-3-(5H-imidazo[5,1-a]isoindol-5-yl)-2,2-dimethylpropionamide